C(C1=C(C(=CC(=C1)CCCO)N1N=C2C(=N1)C=CC=C2)O)C2=C(C(=CC(=C2)CCCO)N2N=C1C(=N2)C=CC=C1)O 2,2'-methylenebis[6-(2H-benzotriazol-2-yl)-4-(3-hydroxypropyl)phenol]